2-(6-bromo-2-pyridyl)acetic acid ethyl ester C(C)OC(CC1=NC(=CC=C1)Br)=O